ethyl (5-(3-ethyl-1,2,4-thiadiazol-5-yl)-2-methylphenyl)glycinate C(C)C1=NSC(=N1)C=1C=CC(=C(C1)NCC(=O)OCC)C